COC(=O)C1=CC(=NN1CC1CC1)O (cyclopropylmethyl)-3-hydroxy-1H-pyrazole-5-carboxylic acid methyl ester